5-(2-(Dimethylamino)ethoxy)isoindoline-2-carboxylate CN(CCOC=1C=C2CN(CC2=CC1)C(=O)[O-])C